(E)-4-(benzyloxy)-3-((2-(4-methoxyphenyl)hydrazineylidene)methyl)-1H-indole C(C1=CC=CC=C1)OC1=C2C(=CNC2=CC=C1)/C=N/NC1=CC=C(C=C1)OC